C1(=CC=CC=C1)N1C(=CC=C1)P(C(C)(C)C)C(C)(C)C N-Phenyl-2-(di-tert-butylphosphino)pyrrol